tert-butyl 4-(6-(3-carbamoyl-6-(2,6-difluorophenyl) pyridazin-4-yl) aminopyridin-3-yl)-3-oxopiperazine-1-carboxylate C(N)(=O)C=1N=NC(=CC1NC1=CC=C(C=N1)N1C(CN(CC1)C(=O)OC(C)(C)C)=O)C1=C(C=CC=C1F)F